N-[4-(3,3-diethoxypropylamino)-3-(trifluoromethylsulfonyl)phenyl]sulfonyl-2-(1H-pyrrolo[2,3-b]pyridin-5-yloxy)benzamide C(C)OC(CCNC1=C(C=C(C=C1)S(=O)(=O)NC(C1=C(C=CC=C1)OC=1C=C2C(=NC1)NC=C2)=O)S(=O)(=O)C(F)(F)F)OCC